tributyl-{(ethoxydimethylsilyl)methyl}phosphonium chloride [Cl-].C(CCC)[P+](C[Si](C)(C)OCC)(CCCC)CCCC